C1(CCCCC1)C1=CC=C(C=C1)NC=1C2=C(N=C(N1)N1C[C@H](OCC1)C)N=CC(=C2)C(=O)N 4-[(4-cyclohexylphenyl)amino]-2-[(2R)-2-methylmorpholin-4-yl]pyrido[2,3-d]pyrimidine-6-carboxamide